CS(=O)(=O)OCC1CCN(CC1)C1=CC=C(C=C1)N1C(N(C(C1(C)C)=O)C1=CC(=C(C=C1)C#N)Cl)=S (1-(4-(3-(3-chloro-4-cyanophenyl)-5,5-dimethyl-4-oxo-2-thioxoimidazolidin-1-yl)phenyl)piperidin-4-yl)methyl methanesulfonate